C(C1=CC=CC=C1)NC(=O)C=1N=NN(C1)CCCCC1=NN=C(S1)C(=O)NCC1=CC(=CC=C1)OC(F)(F)F 5-{4-[4-(benzylcarbamoyl)-1H-1,2,3-triazol-1-yl]butyl}-N-{[3-(trifluoromethoxy)phenyl]methyl}-1,3,4-thiadiazole-2-carboxamide